diethyl(4-((7-methoxy-1,8-naphthyridin-4-yl)amino)benzyl)phosphonate C(C)OP(OCC)(=O)CC1=CC=C(C=C1)NC1=CC=NC2=NC(=CC=C12)OC